(R)-3-amino-5-(4-fluorophenyl)-6-(3-methylimidazo[1,2-a]pyridin-6-yl)-N-(1-methylpyrrolidin-3-yl)pyrazine-2-carboxamide NC=1C(=NC(=C(N1)C1=CC=C(C=C1)F)C=1C=CC=2N(C1)C(=CN2)C)C(=O)N[C@H]2CN(CC2)C